CC1=CC=C(C=C1O)NCCO 6-methyl-1-hydroxy-3-[(beta-hydroxyethyl)-amino]benzene